N-(1-cyclobutyl-7'-(trifluoromethyl)spiro[azetidine-3,4'-chromeno[4,3-d]thiazol]-2'-yl)-4,6-dimethoxypyrimidine-5-carboxamide C1(CCC1)N1CC2(OC=3C=C(C=CC3C=3N=C(SC32)NC(=O)C=3C(=NC=NC3OC)OC)C(F)(F)F)C1